S1C=2N(C=C1)N=CC2C(=O)N2CC1(C2)CC(C1)N(C([O-])=O)C=1C=NC=C(C1)C(F)(F)F 2-(pyrazolo[5,1-b]thiazole-7-carbonyl)-2-azaspiro[3.3]heptan-6-yl(5-(trifluoromethyl)pyridin-3-yl)carbamate